(6-aminopyridin-3-yl)-N-(4-(6-(2-oxopyrrolidin-1-yl)hexyl)-1-phenyl-1H-imidazol-2-yl)benzamide NC1=CC=C(C=N1)C1=C(C(=O)NC=2N(C=C(N2)CCCCCCN2C(CCC2)=O)C2=CC=CC=C2)C=CC=C1